N-(3-fluorophenyl)-2,2-dimethyl-N-((5-(5-(trifluoromethyl)-1,2,4-oxadiazol-3-yl)pyridin-2-yl)methyl)tetrahydro-2H-pyran-4-carboxamide FC=1C=C(C=CC1)N(C(=O)C1CC(OCC1)(C)C)CC1=NC=C(C=C1)C1=NOC(=N1)C(F)(F)F